FC1=CC(=C(C(=C1)C(C)C)NC(=O)NS(=O)(=O)C=1SC(=CC1)C1(CC1)O)C(C)C N-(4-fluoro-2,6-diisopropylphenylcarbamoyl)-5-(1-hydroxycyclopropyl)thiophene-2-sulfonamide